CC(/C=C/COC(C(C)C1=CC(=C(C=C1)Br)Cl)=O)C 2-(4-Bromo-3-chloro-phenyl)-propionic acid (E)-4-methyl-pent-2-enyl ester